The molecule is an erythrose phosphate that is D-erythrose carrying a phosphate group at position 4. It is an intermediate in the pentose phosphate pathway and Calvin cycle. It has a role as a human metabolite, an Escherichia coli metabolite and a mouse metabolite. It derives from a D-erythrose. It is a conjugate acid of a D-erythrose 4-phosphate(2-). C([C@H]([C@H](C=O)O)O)OP(=O)(O)O